F[C@@H]([C@]1(OCC1)C=1C=C(C=CC1)NC(C1=NC(=CC=C1)C(F)(F)F)=O)C1=NN=CN1C N-(3-((R)-2-((R)-fluoro(4-methyl-4H-1,2,4-triazol-3-yl)methyl)oxetan-2-yl)phenyl)-6-(trifluoromethyl)picolinamide